3,3-difluoroazacyclohexane FC1(CNCCC1)F